CS(=O)(=O)C1=CC=C(CNC(=O)C=2C(N(C(=C(C2)NC(=O)N(C)C)C)C2=CC(=CC=C2)C(F)(F)F)=O)C=C1 5-(3,3-dimethyl-ureido)-6-methyl-2-oxo-1-(3-trifluoromethyl-phenyl)-1,2-dihydro-pyridine-3-carboxylic acid 4-methanesulfonyl-benzylamide